ClC(OC1=CC=C(C=C1)NC(=O)C=1C=C(C2=C(N=C3COC[C@H](N32)C)C1)N1CCCC1)(F)F (R)-N-(4-(chlorodifluoromethoxy)phenyl)-4-methyl-6-(pyrrolidin-1-yl)-3,4-dihydro-1H-benzo[4,5]imidazo[2,1-c][1,4]oxazine-8-carboxamide